C1(CCC1)CN1N=C(C=2C1=NC(=NC2N2[C@@H](CCC2)CO)NC=2N=CN(C2)C2=CC(=C(C(=C2)OC)OC)OC)C (S)-(1-(1-(cyclobutylmethyl)-3-methyl-6-((1-(3,4,5-trimethoxyphenyl)-1H-imidazol-4-yl)amino)-1H-pyrazolo[3,4-d]pyrimidin-4-yl)pyrrolidin-2-yl)methanol